trans-2-methyl-3-ethylacrylic acid CC(C(=O)O)=CCC